dimethylmethoxy(aminoethylaminopropyl)silane methyl-(S)-2-(tosyloxy)propanoate COC([C@H](C)OS(=O)(=O)C1=CC=C(C)C=C1)=O.C[Si](CCCNCCN)(OC)C